tert-butyl (((2S,3S)-5-chloro-6-fluoro-3-methoxy-2-phenyl-4-(4,4,5,5-tetramethyl-1,3,2-dioxaborolan-2-yl)-2,3-dihydrobenzofuran-2-yl)methyl)carbamate ClC=1C(=CC2=C([C@@H]([C@](O2)(C2=CC=CC=C2)CNC(OC(C)(C)C)=O)OC)C1B1OC(C(O1)(C)C)(C)C)F